4-(4-amino-2-{4-[(2-fluoro-1-oxoprop-2-enyl)amino]phenyl}-1-methyl-7-[3-(4-methylpiperazin-1-yl)-3-oxoprop-1-ynyl]pyrrolo[3,2-c]pyridin-3-yl)-2-chloro-N-(2,2,2-trifluoroethyl)benzamide NC1=NC=C(C2=C1C(=C(N2C)C2=CC=C(C=C2)NC(C(=C)F)=O)C2=CC(=C(C(=O)NCC(F)(F)F)C=C2)Cl)C#CC(=O)N2CCN(CC2)C